8-bromo-2-(2,6-dimethylpyridin-3-yl)-3,6-dimethylquinazolin-4(3H)-one BrC=1C=C(C=C2C(N(C(=NC12)C=1C(=NC(=CC1)C)C)C)=O)C